6-bromo-2-phenyl-9H-pyrimido[4,5-b]indole BrC=1C=C2C3=C(NC2=CC1)N=C(N=C3)C3=CC=CC=C3